carbon monoxide carbon [C].[C]=O